6-(ethylsulfanyl)-3-((1-methyl-1H-1,2,4-triazol-3-yl)methyl)-1-(2,4,5-trifluorobenzyl)-1,3,5-triazine-2,4-dione C(C)SC1=NC(N(C(N1CC1=C(C=C(C(=C1)F)F)F)=O)CC1=NN(C=N1)C)=O